FC=1C=CC=C2C=C(C=NC12)C1=NC(SC2=C1C=CC=C2C)(C)C 4-(8-fluoro-3-quinolyl)-2,2,8-trimethyl-1,3-benzothiazine